N-benzyl-4-(1-bromonaphthalen-2-yl)oxybutan-1-amine C(C1=CC=CC=C1)NCCCCOC1=C(C2=CC=CC=C2C=C1)Br